indane-amine C1(CCC2=CC=CC=C12)N